BrC=1C=C(C=CC1)C1(CC2(CC2)C1)CC(=O)NN 2-(5-(3-bromophenyl)spiro[2.3]hexan-5-yl)acetohydrazide